N1N=CC2=CC=C(C=C12)C1=NC(=NC(=N1)NCC1=NN(C=C1)CCC)N 6-(1H-indazol-6-yl)-N2-[(1-propylpyrazol-3-yl)methyl]-1,3,5-triazine-2,4-diamine